CN1C=2C=CC=CC2C2=CC(=CC=C2C1=O)CC(=O)[O-] 5-methyl-6-oxo-5,6-dihydrophenanthridine-9-acetate